[Si](C)(C)(C(C)(C)C)O[C@@H]1CC[C@H](CC1)C(=O)O trans-4-((tert-butyldimethylsilyl)oxy)cyclohexane-carboxylic acid